(R)-N-(4-(3-((5-methylpyridin-2-yl)amino)pyrrolidine-1-carbonyl)phenyl)acrylamide CC=1C=CC(=NC1)N[C@H]1CN(CC1)C(=O)C1=CC=C(C=C1)NC(C=C)=O